FC1=C(C(=CC2=C1N(N=N2)C)OC2=C(C=C(N)C=C2)C)C 4-((7-fluoro-1,6-dimethyl-1H-benzo[d][1,2,3]triazol-5-yl)-oxy)-3-methylaniline